O=C1NC(CCC1N1C(C2=CC=C(C=C2C1=O)OCCOCC#C)=O)=O 2-(2,6-dioxopiperidin-3-yl)-5-[2-(prop-2-yn-1-yloxy)ethoxy]-2,3-dihydro-1H-isoindole-1,3-dione